5,6,7,13-tetrahydro-13-methyl-5-oxo-12H-indolo[2,3-a]pyrrolo[3,4-c]carbazole-12-propionitrile CN1C=2C=CC=CC2C2=C1C=1N(C3=CC=CC=C3C1C1=C2C(NC1)=O)CCC#N